5-((5-(3-(5-(tert-butyl)-4-methyloxazol-2-yl)cyclopentyl)-1H-pyrazol-3-yl)amino)-4-fluoro-2,3-dihydrobenzo[d]isothiazole 1,1-dioxide C(C)(C)(C)C1=C(N=C(O1)C1CC(CC1)C1=CC(=NN1)NC=1C=CC2=C(CNS2(=O)=O)C1F)C